CC1=CC=C(C=C1)S(=O)(=O)OC[C@H]1O[C@H]([C@@H]([C@H]([C@@H]1O)F)O)SC1=CC=CC=C1 [(2R,3R,4S,5R,6S)-4-fluoro-3,5-dihydroxy-6-phenylsulfanyl-tetrahydropyran-2-yl]methyl 4-methylbenzenesulfonate